N-(3-(5-(((1-acetylpiperidin-4-yl)amino)methyl)-3'-chloro-6-methoxy-[2,4'-bipyridin]-2'-yl)-2-methylphenyl)-5-(((2-hydroxyethyl)amino)methyl)thiazole-2-carboxamide C(C)(=O)N1CCC(CC1)NCC=1C=CC(=NC1OC)C1=C(C(=NC=C1)C=1C(=C(C=CC1)NC(=O)C=1SC(=CN1)CNCCO)C)Cl